3-((3-exo)-3-((8-((5-methyl-1H-pyrazol-3-yl)amino)imidazo[1,5-a]pyrimidin-6-yl)amino)-8-azabicyclo[3.2.1]octan-8-yl)propionitrile CC1=CC(=NN1)NC=1N=C(N2C1N=CC=C2)NC2CC1CCC(C2)N1CCC#N